COC(=O)NC=1C(=NC=CC1)C(=O)O 3-((methoxycarbonyl)amino)picolinic acid